BrC=1C=CC=2N(C1)C(=CN2)C2=NC(=NC=C2)NC2=NC=C(C=C2)N2CCN(CC2)S(=O)(=O)C 4-(6-Bromoimidazo[1,2-a]pyridin-3-yl)-N-(5-(4-(methylsulfonyl)piperazin-1-yl)pyridin-2-yl)pyrimidin-2-amine